COS(=O)(=O)[O-].[Cl-].C(CCCCCCCCCCCCCCCCCCCCC)[N+](C)(C)C.C(CCCCCCCCCCCCCCCCCCCCC)[N+](C)(C)C behenyl-trimethyl-ammonium chloride methyl-sulfate